5-fluoro-3-[4-[2-(6-fluoro-1H-indol-3-yl)ethylamino]-7,8-dihydro-6H-pyrimido[5,4-b][1,4]oxazin-2-yl]pyridin-2-ol FC=1C=C(C(=NC1)O)C=1N=C(C=2OCCNC2N1)NCCC1=CNC2=CC(=CC=C12)F